5-bromo-3-(ethyl (tetrahydro-2H-pyran-4-yl)amino)-2-methylbenzoate BrC=1C=C(C(=C(C(=O)[O-])C1)C)N(C1CCOCC1)CC